2-(7-((1S,6S)-2,5-diazabicyclo[4.2.0]octan-2-yl)-6-ethyl-2,3-dimethyl-8-oxopyrido[2,3-b]pyrazin-5(8H)-yl)-N-(2-chloro-4-(trifluoromethyl)phenyl)acetamide hydrochloride Cl.[C@H]12N(CCN[C@H]2CC1)C=1C(C=2C(=NC(=C(N2)C)C)N(C1CC)CC(=O)NC1=C(C=C(C=C1)C(F)(F)F)Cl)=O